BrC1=C(C=C2C(=NC(=NC2=C1F)OC([2H])([2H])[C@]12CCCN2C[C@@H](C1)F)N1[C@@H]2[C@H]([C@@H]2COCC1)F)C#N 7-bromo-8-fluoro-4-((1S,7S,8S)-8-fluoro-5-oxa-2-azabicyclo[5.1.0]octan-2-yl)-2-(((2R,7aS)-2-fluorotetrahydro-1H-pyrrolizin-7a(5H)-yl)methoxy-d2)quinazoline-6-carbonitrile